O1CCN(CC1)CCN1C(C(=CC2=CC=CN=C12)C(=O)N)=O (2-morpholinoethyl)-2-oxo-1,2-dihydro-1,8-naphthyridine-3-carboxamide